N1(CCCC2=CC=CC=C12)C(CC)=O 3,4-dihydroquinolin-1(2H)-yl-propane-1-one